P(=O)(O)(O)[O-].[K+].O water potassium dihydrogen phosphate